N1(N=CC=C1)CC1=CC2=C(C(=NO2)NS(=O)(=O)C2=C(C=CC=C2OC)OC)C(=C1)OCF N-(6-((1H-pyrazol-1-yl)methyl)-4-(fluoromethoxy)benzo[d]isoxazol-3-yl)-2,6-dimethoxybenzenesulfonamide